O-acetyl-N,N-dibenzylhydroxylamine C(C)(=O)ON(CC1=CC=CC=C1)CC1=CC=CC=C1